1-(1-hydroxycyclopropyl)-1H-pyrazole-4-carboxylic acid OC1(CC1)N1N=CC(=C1)C(=O)O